BrC=1C=C2C=NN(C2=C(C1)F)C 5-bromo-7-fluoro-1-methyl-indazole